C(C)OS(=O)(=O)[O-].N1C=[NH+]C=C1 imidazolium ethyl-sulfate salt